CS(=O)(=O)OC([2H])([2H])C=1C(=NOC1C=1C=NN(C1C(F)(F)F)C(CC(C)(C)O)([2H])[2H])C1=C(C=CC=C1F)Cl (3-(2-Chloro-6-fluorophenyl)-5-(1-(3-hydroxy-3-methylbutyl-1,1-d2)-5-(trifluoromethyl)-1H-pyrazol-4-yl)isoxazol-4-yl)methyl-d2 methanesulfonate